FC=1C=CC(=NC1)C1=NN=CO1 5-(5-fluoropyridin-2-yl)-1,3,4-oxadiazole